N-(3-((2-((2-ethyl-4-(4-methylpiperazin-1-yl)phenyl)amino)-5-(trifluoromethyl)pyrimidin-4-yl)amino)propyl)tetrahydro-2H-pyran-4-carboxamide C(C)C1=C(C=CC(=C1)N1CCN(CC1)C)NC1=NC=C(C(=N1)NCCCNC(=O)C1CCOCC1)C(F)(F)F